C(#N)C1=CC(=C(OCC2=CC=CC(=N2)OC2CCN(CC2)CC2=NC3=C(N2CC2OCC2)C=C(C=C3)C(=O)OC)C=C1)F methyl 2-((4-((6-((4-cyano-2-fluorophenoxy) methyl) pyridin-2-yl) oxy) piperidin-1-yl) methyl)-1-(oxetan-2-ylmethyl)-1H-benzo[d]imidazole-6-carboxylate